4-(4-Amino-5-bromopyrrolo[2,1-f][1,2,4]triazin-7-yl)cyclohexanone NC1=NC=NN2C1=C(C=C2C2CCC(CC2)=O)Br